1H-indazole-4-carboxylic acid N1N=CC=2C(=CC=CC12)C(=O)O